C(C)C1(CCC(CC1)NC=1N=C(C2=C(N1)NC=C2C=2C=C(C=1N(C2)C=CN1)F)OC)O (1s,4s)-1-ethyl-4-((5-(8-fluoroimidazo[1,2-a]pyridin-6-yl)-4-methoxy-7H-pyrrolo[2,3-d]pyrimidin-2-yl)amino)cyclohexan-1-ol